COC(=O)C1=NC(=C(C=C1[N+](=O)[O-])C(F)(F)F)O[C@@H](CCC=C)C 6-[(1R)-1-methylpent-4-enoxy]-3-nitro-5-(trifluoromethyl)pyridine-2-carboxylic acid methyl ester